O1C(=CC=C1)C(=O)[O-].[Ca+2].O1C(=CC=C1)C(=O)[O-] calcium furancarboxylate